COC=1SC2=C(N1)C=C(C=C2)NC(=O)C=2C=CC1=C(C=3N(CCO1)C=NC3)C2 N-(2-methoxybenzo[d]thiazol-5-yl)-5,6-dihydrobenzo[f]imidazo[1,5-d][1,4]oxazepine-10-carboxamide